C(C)(C)(C)C=1C(=C(C(=O)O)C=CC1N1CCN(CC1)C)[N+](=O)[O-].C(C)(C)(C)OC(C1=C(C=C(C=C1)N1CCN(CC1)C)[N+](=O)[O-])=O 4-(4-methylpiperazin-1-yl)-2-nitrobenzoic acid tert-butyl ester (tert-butyl 4-(4-methylpiperazin-1-yl)-2-nitrobenzoate)